O=C1N(C(C=C1)=O)CCOCCOCCC(=O)N[C@H](C(=O)N[C@H](C(=O)NC1=CC=C(C=C1)CO)C)C(C)C (S)-2-(3-(2-(2-(2,5-dioxo-2,5-dihydro-1H-pyrrol-1-yl)ethoxy)ethoxy)propanamido)-N-((S)-1-((4-(hydroxymethyl)phenyl)amino)-1-oxopropan-2-yl)-3-methylbutanamide